C(\C(\C)=C\C)(=O)Cl tigloyl chloride